tert-Butyl N-[2-(2-{2-[(6-{[2-(1-methyl-6-oxo-1,6-dihydropyridazin-3-yl)-1,3-benzoxazol-5-yl]carbamoyl}pyridin-3-yl)oxy]ethoxy}ethoxy)ethyl]carbamate CN1N=C(C=CC1=O)C=1OC2=C(N1)C=C(C=C2)NC(=O)C2=CC=C(C=N2)OCCOCCOCCNC(OC(C)(C)C)=O